COC1=CC=C(C=C1)NC(C(N1CCN(CC1)C1=CC=CC=C1)=O)=O (4-methoxyphenyl)-2-oxo-2-(4-phenylpiperazin-1-yl)acetamide